FC1=C(C(=CC(=C1)C1=NC=CC(=N1)OCCC(C)C)F)N1CCC(CC1)CC(=O)O (1-{2,6-difluoro-4-[4-(3-methyl-butoxy)-pyrimidin-2-yl]Phenyl}-piperidin-4-yl)Acetic acid